5-Amino-1-isopropyl-3-(4-(2-((4-methyl-3-(trifluoromethyl)phenyl)amino)-2-oxoethyl)phenyl)-1H-pyrazole-4-carboxamide NC1=C(C(=NN1C(C)C)C1=CC=C(C=C1)CC(=O)NC1=CC(=C(C=C1)C)C(F)(F)F)C(=O)N